C1(CCCCC1)[Si](C)(C)[C@@]1(C[C@H](O)[C@@H](CO)O1)N1C(=O)N=C(N)N=C1 (cyclohexyldimethylsilyl)-5-aza-2'-deoxycytidine